S(=O)(=O)(C1=CC=C(C)C=C1)OC[C@H]1[C@H]2CC[C@@H]([C@H]1COS(=O)(=O)C1=CC=C(C)C=C1)N2C(=O)OC(C)(C)C tert-Butyl (1R,2R,3S,4S)-2,3-Bis((tosyloxy)methyl)-7-azabicyclo[2.2.1]heptane-7-carboxylate